2-allylmethylaminoethane sodium [Na].C(C=C)CNCC